C(C)OC(=O)C=1C=NC2=CC=C(C=C2C1NC(C)C)Br 6-bromo-4-(isopropylamino)quinoline-3-carboxylic acid ethyl ester